(S)-1-(4-hydroxyphenyl)ethan-1-amine OC1=CC=C(C=C1)[C@H](C)N